COC1=CC=C2C=CC=C(C2=C1)CCN(CCC)CCC N-(2-(7-methoxynaphthalen-1-yl)ethyl)-N-propylpropan-1-amine